N-(4-methyl-3-((1-(1-methyl-1H-pyrazol-4-yl)-1H-benzo[d]imidazol-5-yl)ethynyl)phenyl)-4-(pyrrolidin-1-ylmethyl)-3-(trifluoromethyl)benzamide CC1=C(C=C(C=C1)NC(C1=CC(=C(C=C1)CN1CCCC1)C(F)(F)F)=O)C#CC1=CC2=C(N(C=N2)C=2C=NN(C2)C)C=C1